C(C)C1=NC2=CC=C(C=C2C(N1CC1CCN(CC1)C1=C(C=CC=C1)C=1N=NN(N1)C(C1=CC=CC=C1)(C1=CC=CC=C1)C1=CC=CC=C1)=O)NC(=O)C=1SC=CC1 N-[2-ethyl-4-oxo-3-[[1-[2-(2-trityltetrazol-5-yl)phenyl]-4-piperidinyl]methyl]quinazolin-6-yl]thiophene-2-carboxamide